ethyl 2-cyclopropyl-5-methyl-4-phenyl-1H-pyrrole-3-carboxylate C1(CC1)C=1NC(=C(C1C(=O)OCC)C1=CC=CC=C1)C